N-(4-Chloropyrimidin-5-yl)carbamic acid methyl ester COC(NC=1C(=NC=NC1)Cl)=O